Bis(2-isocyanatoethyl)-4-cyclohexene-1,2-dicarboxylate N(=C=O)CCOC(=O)C1C(CC=CC1)C(=O)OCCN=C=O